C[C@@H]1CNCC[C@@H]1NC1=NC=C(C(=N1)C1=CC(=CS1)C(=O)N)C(F)(F)F 5-[2-[[(3R,4S)-3-methylpiperidin-4-yl]amino]-5-(trifluoromethyl)-pyrimidin-4-yl]thiophene-3-carboxamide